NC(CCCCCC(=O)C1=NOC=C1)C1=NN(N=C1)C1=CC=C(C=C1)F 7-amino-7-[2-(4-fluorophenyl)-2H-1,2,3-triazol-4-yl]-1-isoxazol-3-ylheptan-1-one